C[N+]1=CN(C2=C1C=CC=C2)C 1,3-dimethylbenzimidazolinium